Benzyl 2-(4-(benzyloxy)-4-oxobutyl)-4-chlorobenzoate C(C1=CC=CC=C1)OC(CCCC1=C(C(=O)OCC2=CC=CC=C2)C=CC(=C1)Cl)=O